(oxydi-1,2-phenylene)bis(diphenylphosphine) O(C1=C(C=CC=C1)P(C1=CC=CC=C1)C1=CC=CC=C1)C1=C(C=CC=C1)P(C1=CC=CC=C1)C1=CC=CC=C1